ferrous trichloroacetate ClC(C(=O)[O-])(Cl)Cl.[Fe+2].ClC(C(=O)[O-])(Cl)Cl